C(C1=CC=CC=C1)N1C[C@H](CCC1)C1=CC=NC=2N1N=C(C2CNCC2CCOCC2)C (S)-1-(7-(1-Benzylpiperidin-3-yl)-2-methylpyrazolo[1,5-a]pyrimidin-3-yl)-N-((tetrahydro-2H-pyran-4-yl)methyl)methanamine